C(C)C(COC(CSSCC(=O)OCC(CCCC)CC)=O)CCCC 2,2'-dithiodiacetic acid di(2-ethylhexyl) ester